tert-Butyl (2R)-2-{1-[(tert-butyldimethylsilyl)oxyl]ethyl}piperazine-1-carboxylate [Si](C)(C)(C(C)(C)C)OC(C)[C@@H]1N(CCNC1)C(=O)OC(C)(C)C